(5S)-2-(4-fluorobenzyl)-3-oxo-2,3,5,6,7,8-hexahydro[1,2,4]triazolo[4,3-a]pyridine-5-carboxylic acid FC1=CC=C(CN2N=C3N([C@@H](CCC3)C(=O)O)C2=O)C=C1